N[C@@H](CC(=O)OCC)C=1C=C(C=CC1)C1=C(C(=CC=C1)OC)OC ethyl (S)-3-amino-3-(2',3'-dimethoxybiphenyl-3-yl)propanoate